(bis(4-fluorophenyl)methyl)-1-(6-(2-methyl-[1,1'-biphenyl]-3-yl)pyridine-3-yl)-5,8,11,14-tetroxa-2-azaheptadecan-17-amide FC1=CC=C(C=C1)C(C1=CC=C(C=C1)F)C(NCCOCCOCCOCCOCCC(=O)N)C=1C=NC(=CC1)C=1C(=C(C=CC1)C1=CC=CC=C1)C